2-(6-((8-(methylamino)-5-(6-morpholino-[1,2,4]triazolo[1,5-a]pyridin-2-yl)-2,7-naphthyridin-3-yl)amino)pyridin-3-yl)propan-2-ol CNC=1N=CC(=C2C=C(N=CC12)NC1=CC=C(C=N1)C(C)(C)O)C1=NN2C(C=CC(=C2)N2CCOCC2)=N1